C(#N)C1=CC(=C2C=C(N(C2=C1)C1CCC1)NC(CC(C)(C)C)=O)F N-(6-cyano-1-cyclobutyl-4-fluoro-1H-indol-2-yl)-3,3-dimethylbutyramide